C(#N)C1=CC=C(C=C1)NC1=C(N=NC(=C1)C1=C(C=CC=C1F)F)C(=O)N 4-((4-cyanophenyl)amino)-6-(2,6-difluorophenyl)pyridazine-3-carboxamide